isopropyl-formamidine hydrochloride Cl.C(C)(C)C(=N)N